CC1=C(C=C(OC1=O)/C=C/C(=O)C)OC The molecule is a member of the class of 2-pyranones that is 2H-pyran-2-one substituted by a methoxy group at position 4, a methyl group at position 3 and a 3-oxobut-1-en-1-yl group at position 6. It has been isolated from an endophytic fungus Aspergillus niger. It has a role as an antineoplastic agent and an Aspergillus metabolite. It is a member of 2-pyranones and a methyl ketone.